N-propyl-N-butyl-toluidine C(CC)N(C=1C(=CC=CC1)C)CCCC